3-(4,4-Difluoropiperidin-1-yl)-N-(5-((1-hydroxy-2-methylpropan-2-yl)amino)-3-(6-azaspiro[2.5]octan-6-yl)pyrazin-2-yl)-5-methylbenzamide FC1(CCN(CC1)C=1C=C(C(=O)NC2=NC=C(N=C2N2CCC3(CC3)CC2)NC(CO)(C)C)C=C(C1)C)F